COC1=C(C=C(C=C1)CN1CCOCC1)S(=O)(=O)NC(=O)C1=NC2=CC=CC(=C2C=C1)N1N=CC=C1 N-((2-methoxy-5-(morpholinomethyl)phenyl)sulfonyl)-5-(1H-pyrazol-1-yl)quinoline-2-carboxamide